(R)-[1-(3-Bromo-4-methoxy-phenyl)-1H-[1,2,3]triazol-4-yl]-(6-cyclopropyl-imidazo[1,5-a]pyrazin-5-yl)-methanol BrC=1C=C(C=CC1OC)N1N=NC(=C1)[C@H](O)C1=C(N=CC=2N1C=NC2)C2CC2